benzyl 4,6-bis(benzyloxy)-3-hydroxy-2-pentylbenzoate C(C1=CC=CC=C1)OC1=C(C(=C(C(=O)OCC2=CC=CC=C2)C(=C1)OCC1=CC=CC=C1)CCCCC)O